O=C1NC(CCC1NC1=C(CN2CCN(CC2)CC2=CC=C(C(=O)NC3=CC(=C(C=C3)C)NC3=NC=CC(=N3)C=3C=NC=CC3)C=C2)C=CC=C1)=O 4-((4-(2-((2,6-dioxopiperidin-3-yl)amino)benzyl)piperazin-1-yl)methyl)-N-(4-methyl-3-((4-(pyridin-3-yl)pyrimidin-2-yl)amino)phenyl)benzamide